1-[3-[4-(3-bromo-2H-pyrazolo[3,4-d]pyrimidin-4-yl)piperazin-1-yl]-4-methyl-5-(2-pyrrolidin-1-ylethylamino)phenyl]-4,4,4-trifluorobutan-1-one BrC=1NN=C2N=CN=C(C21)N2CCN(CC2)C=2C=C(C=C(C2C)NCCN2CCCC2)C(CCC(F)(F)F)=O